6-tetrahydropyran-2-yl-pyridine-3-carbonitrile O1C(CCCC1)C1=CC=C(C=N1)C#N